C(C)(C)(C)OC(NC1=C2C(N(C=NC2=CC=C1)C=1C=NC=CC1)=O)=O (4-oxo-3-(pyridin-3-yl)-3,4-dihydro-quinazolin-5-yl)carbamic acid tert-butyl ester